CNC(CC(=O)NC1CCC(CC1)N1C(C=C(C2=C1N=C(N=C2)S(=O)(=O)C)C#C[Si](C(C)C)(C(C)C)C(C)C)=O)=O N-Methyl-N'-[(1s,4s)-4-{2-methanesulfonyl-7-oxo-5-[2-(triisopropylsilyl)ethynyl]pyrido[2,3-d]pyrimidin-8-yl}cyclohexyl]propanediamide